(+/-)-(1S,3R)-3-hydroxycyclohexylcarboxylic acid isopropyl ester C(C)(C)OC(=O)[C@@H]1C[C@@H](CCC1)O |r|